3,5-dimethyl-4-(2-methyl-1-(pyridin-3-ylmethyl)-1H-imidazo[4,5-b]pyridin-6-yl)isoxazole CC1=NOC(=C1C=1C=C2C(=NC1)N=C(N2CC=2C=NC=CC2)C)C